chloro-N-(3-(6-cyclopropylpyridazin-3-yl)phenyl)-N-methyl-[1,2,4]triazolo[4,3-a]quinazolin-5-amine ClC1=NN=C2N1C1=CC=CC=C1C(=N2)N(C)C2=CC(=CC=C2)C=2N=NC(=CC2)C2CC2